[1-(2,6-dioxo-3-piperidinyl)-3-methyl-2-oxo-benzimidazol-4-yl]-8-azaBicyclo[3.2.1]Octane-8-carboxylic acid tert-butyl ester C(C)(C)(C)OC(=O)N1C2(CCCC1CC2)C2=CC=CC=1N(C(N(C12)C)=O)C1C(NC(CC1)=O)=O